(S)-N-(amino(4-((dimethylamino)methyl)-2-fluorophenyl)(oxo)-λ6-sulfaneylidene)-2-(4-(difluoromethyl)-2,6-diisopropylphenyl)acetamide N[S@@](=NC(CC1=C(C=C(C=C1C(C)C)C(F)F)C(C)C)=O)(=O)C1=C(C=C(C=C1)CN(C)C)F